N2,N2,N6,N6-tetrakis(2-methoxyethyl)-8-(4-methoxypiperidin-1-yl)-N4-(pyridin-4-ylmethyl)pyrimido[5,4-d]pyrimidine-2,4,6-triamine COCCN(C=1N=C(C2=C(N1)C(=NC(=N2)N(CCOC)CCOC)N2CCC(CC2)OC)NCC2=CC=NC=C2)CCOC